(R)-tert-butyl(1-oxo-1-(4-(3-(trifluoromethoxy)phenyl)piperazin-1-yl)propan-2-yl)carbamate C(C)(C)(C)OC(N[C@@H](C(N1CCN(CC1)C1=CC(=CC=C1)OC(F)(F)F)=O)C)=O